C(CCC\C=C/C\C=C/C\C=C/C\C=C/CCCCC)OC(CO)CO 2-{[(5Z,8Z,11Z,14Z)-Icosa-5,8,11,14-tetraen-1-yl]oxy}propane-1,3-diol